C(CCCCCCC)C(CO)CCCCCCCCCC 2-Octyl-dodecanol